C1=NC=CC2=CC=C(C=C12)C1=CC(=NN1C)NC=1C(C(C1NC1=CC(=C(C=C1)CN1CCN(CC1)C)C(F)(F)F)=O)=O 3-((5-(isoquinolin-7-yl)-1-methyl-1H-pyrazol-3-yl)amino)-4-((4-((4-methylpiperazin-1-yl)methyl)-3-(trifluoromethyl)phenyl)amino)-cyclobut-3-ene-1,2-dione